BrC1=C(C=C2C(=NC(=NC2=C1F)Cl)C1C=2N(CCCN1)N=C(C2Cl)C(=O)N(C)C)F (7-bromo-2-chloro-6,8-difluoroquinazolin-4-yl)-3-chloro-N,N-dimethyl-5,6,7,8-tetrahydro-4H-pyrazolo[1,5-a][1,4]diazepine-2-carboxamide